racemic-6-fluorochroman-2-carboxylic acid FC=1C=C2CC[C@@H](OC2=CC1)C(=O)O |r|